5-azidobenzothiazole N(=[N+]=[N-])C=1C=CC2=C(N=CS2)C1